2-(4-fluorophenyl)-4-(3-furylmethyl)-thieno[2,3-d]pyridazine-7-carboxamide FC1=CC=C(C=C1)C1=CC=2C(=C(N=NC2CC2=COC=C2)C(=O)N)S1